BrC=1C=C(NC2(CCC3(N(CC4=CC=CC=C34)C3=CC(=CC=C3)OC)CC2)C#N)C=CC1 4-(3-bromoanilino)-2'-(3-methoxyphenyl)-2',3'-dihydrospiro[cyclohexane-1,1'-isoindole]-4-carbonitrile